Cl.FC1=C2CN(C(C2=CC(=C1)N1N=CC(=C1)C1CCNCC1)=O)CC(=O)NC=1SC=CN1 2-[4-fluoro-1-oxo-6-[4-(4-piperidinyl)pyrazol-1-yl]Isoindolin-2-yl]-N-thiazol-2-yl-acetamide hydrochloride